C[Si]1(O[Si](O[Si](O[Si](O[Si](O[Si](O1)(C)C)(C)C)(C)C)(C)C)(C)C)C dodecaMethyl-cyclohexasiloxane